FC=1C=CC(=C2N(CC=3N(C12)N=C(N3)C)C)NC(OC(C)(C)C)=O tert-butyl (9-fluoro-2,5-dimethyl-4,5-dihydro-[1,2,4]triazolo[1,5-a]quinoxalin-6-yl)carbamate